ClC1=CC2=C(C=N1)COC21COCCC1 6-chlorospiro[3H-furo[3,4-c]pyridine-1,3'-tetrahydropyran]